2-methyl-pentanediamine CC(C(N)N)CCC